ClC1=C(C=C(C=C1NC=1C(=C2C(N(C=NC2=CC1)C)=O)C)F)N(S(=O)(=O)CCC)COCC[Si](C)(C)C N-(2-chloro-3-((3,5-dimethyl-4-oxo-3,4-dihydroquinazolin-6-yl)amino)-5-fluorophenyl)-N-((2-(trimethylsilyl)ethoxy)methyl)-propane-1-sulfonamide